(R)-6-(4-benzylpiperazin-1-yl)-4-((1-(2-fluoro-3-(trifluoromethyl)phenyl)ethyl)amino)-2-methylpyrido[2,3-d]pyrimidin-7(8H)-one C(C1=CC=CC=C1)N1CCN(CC1)C1=CC2=C(N=C(N=C2N[C@H](C)C2=C(C(=CC=C2)C(F)(F)F)F)C)NC1=O